BrC1=NC=C(N=C1Cl)N1CCCCC1 2-bromo-3-chloro-5-(piperidin-1-yl)pyrazine